ClC1=C(C(=C(C(=N1)N1CCC(CC1)(C(=O)N)O)C#N)CC)C#N (6-chloro-3,5-dicyano-4-ethylpyridin-2-yl)-4-hydroxypiperidine-4-carboxamide